methyl (E)-3-(2-aminopyridin-4-yl)acrylate NC1=NC=CC(=C1)/C=C/C(=O)OC